C(C)(C)N(C(C)C)[Si](C(F)(F)F)(N(C(C)C)C(C)C)N(C(C)C)C(C)C tris-diisopropylamino-trifluoromethyl-silane